C(CCCCCCC)(=O)OCCOCCOC(CCCCCCC)=O diethylene glycol dicaprylate